((S)-3-hydroxy-5-((S)-1-hydroxypropyl)tetrahydrofuran-2-yl)-7-(2-(methylsulfonyl)ethyl)-7,9-dihydro-1H-purine-6,8-dione OC1[C@H](OC(C1)[C@H](CC)O)N1C=NC=2NC(N(C2C1=O)CCS(=O)(=O)C)=O